ethyl 1-bromo-6-(difluoromethyl)imidazo[1,5-a]pyrazine-3-carboxylate BrC=1N=C(N2C1C=NC(=C2)C(F)F)C(=O)OCC